FC1=CC(=C(C=C1)C=1C(C=CN(C1CO)C)=O)C 5-(4-Fluoro-2-methylphenyl)-6-(hydroxymethyl)-1-methyl-4-oxo-1,4-dihydropyridine